C(C(O)CO)C(O)C(O)CO glycerylglycerin